CN1CCC2(C[C@@H]2C(=O)N[C@@H](CCCCCC(CC)=O)C=2NC(=CN2)C2=CC=C(C=C2)C(NC2COCC2)=O)CC1 (1S)-6-Methyl-N-((1S)-7-oxo-1-(5-(4-((tetrahydrofuran-3-yl)carbamoyl)phenyl)-1H-imidazol-2-yl)nonyl)-6-azaspiro[2.5]octan-1-carboxamid